[Br-].C[N+](C)(C)CCCCCCCCOC1=CC=C(C=C1)C(=C(C1=CC=CC=C1)C1=CC=C(C=C1)OCCCCCCCC)C1=CC=CC=C1 N,N,N-trimethyl-8-(4-(2-(4-octyloxyphenyl)-1,2-diphenylvinyl)phenoxy)octylammonium bromide